N-{3-[(3-aminopropyl)(methyl)amino]propyl}-2-[4-(piperazin-1-yl)phenyl]-6-[2-(piperidin-4-yl)ethynyl]pyridin-4-amine NCCCN(CCCNC1=CC(=NC(=C1)C#CC1CCNCC1)C1=CC=C(C=C1)N1CCNCC1)C